[Si](C)(C)(C(C)(C)C)OC[C@H]1[C@@H](C1)N1N=C(C(=C1)C1=CC=C(C(=N1)C)F)C1CC1 6-(1-(trans-2-(((tert-butyldimethylsilyl)oxy)methyl)cyclopropyl)-3-cyclopropyl-1H-pyrazol-4-yl)-3-fluoro-2-methylpyridine